1-(4-bromophenyl-2,3,5,6-d4)ethane-1-one BrC1=C(C(=C(C(=C1[2H])[2H])C(C)=O)[2H])[2H]